N-(2-Fluoro-4-methyl-5-(8-morpholinoimidazo[1,2-a]pyridin-6-yl)phenyl)-5-(trifluoromethyl)nicotinamide FC1=C(C=C(C(=C1)C)C=1C=C(C=2N(C1)C=CN2)N2CCOCC2)NC(C2=CN=CC(=C2)C(F)(F)F)=O